NC\C=C(\CN1N=NC2=C1C=C(C=C2C2=CC(=CC=C2)S(=O)(=O)C)C(=O)OC)/F methyl (Z)-1-(4-amino-2-fluorobut-2-en-1-yl)-4-(3-(methylsulfonyl)phenyl)-1H-benzo[d][1,2,3]triazol-6-carboxylate